(S)-(4-(7-fluoropyrazolo[1,5-a]pyridin-2-yl)-6,7-dihydro-1H-imidazo[4,5-c]pyridin-5(4H)-yl)(5-(6-methylpyridin-2-yl)-1,3,4-oxadiazol-2-yl)methanone FC1=CC=CC=2N1N=C(C2)[C@H]2N(CCC1=C2N=CN1)C(=O)C=1OC(=NN1)C1=NC(=CC=C1)C